C(C)(C)(C)[Si](OC1CC(NC2=C(C1)C=C(C=C2)Cl)=O)(C)C 4-{[tert-butyl-(dimethyl)silyl]Oxy}-7-chloro-1,3,4,5-tetrahydro-2H-1-benzazepin-2-one